lithium lanthanum tin niobium oxide [O-2].[Nb+5].[Sn+4].[La+3].[Li+]